ClC=1C(=CC2=C(OC(O2)(F)F)C1)B1OC(C(O1)(C)C)(C)C 2-(6-chloro-2,2-difluorobenzo[d][1,3]dioxol-5-yl)-4,4,5,5-tetramethyl-1,3,2-dioxaborolane